C1(CC1)CC#CC1=CC=C(C=C1)NC1=C(N=NN1)C(=O)O 5-(4-(3-Cyclopropylprop-1-ynyl)phenylamino)-1H-1,2,3-triazole-4-carboxylic acid